[C@H]12CN(C[C@H](CC1)N2)C2=NC(=NC1=C(C(=CC=C21)C2=CC(=CC1=CC=CC=C21)O)F)OCCNC(C)=O N-(2-((4-((1R,5S)-3,8-diazabicyclo[3.2.1]octan-3-yl)-8-fluoro-7-(3-hydroxynaphthalen-1-yl)quinazolin-2-yl)oxy)ethyl)acetamide